2-bromo-6-((2-methylallyl)oxy)-5-(4-methylbut-2-en-1-yl)benzofuran BrC=1OC2=C(C1)C=C(C(=C2)OCC(=C)C)CC=CCC